CO[C@H]1CN(CC1)C(CNC(=O)C1=CC2=C(N(C(=N2)NC=2SC3=C(N2)C=CC(=C3)Cl)C)C=C1)=O 2-(6-Chloro-benzothiazol-2-ylamino)-1-methyl-1H-benzoimidazole-5-carboxylic acid [2-((R)-3-methoxy-pyrrolidin-1-yl)-2-oxo-ethyl]-amide